ClC=1C=C(C(=C(C1)N=NC1CN(N=C1C)C1=CC=CC=C1)O)[N+](=O)[O-] 4-[(5-chloro-2-hydroxy-3-nitrophenyl)azo]-2,4-dihydro-5-methyl-2-phenyl-3H-pyrazole